ClC1=CC=C(C=C1)C1=C(N(C=2C1=NC=CC2)CC=O)C(=O)OCC ethyl 3-(4-chlorophenyl)-1-(2-oxoethyl)-1H-pyrrolo[3,2-b]pyridine-2-carboxylate